BrC1=CC(=NC=C1)C(C(=O)N)CC1=CC=C(C=C1)C(F)(F)F (4-bromopyridin-2-yl)-3-(4-(trifluoromethyl)phenyl)propanamide